CC1=NSC(=C1)[Sn](CCCC)(CCCC)CCCC 3-methyl-5-(tributylstannyl)isothiazole